C(C1=CC=CC=C1)(=O)C(C(C(=O)O)(O)C(C1=CC=CC=C1)=O)(O)C(=O)O.CCC(C(=O)ON1C=CC2=C1N=CN=C2C=2C=NN(C2)[C@H](CC#N)C2CCCC2)(C)C (R)-(4-(1-(2-cyano-1-cyclopentylethyl)-1H-pyrazol-4-yl)-7H-pyrrolo[2,3-d]pyrimidin-7-yl) methylpivalate (2S,3S)-dibenzoyltartrate